tert-butyl (2-(3-((2-((4-(3-(2-(hydroxymethyl)pyridin-4-yl)phenyl)thiazol-2-yl)amino)-2-oxoethyl)carbamoyl)phenyl)-2-methylpropyl)carbamate OCC1=NC=CC(=C1)C=1C=C(C=CC1)C=1N=C(SC1)NC(CNC(=O)C=1C=C(C=CC1)C(CNC(OC(C)(C)C)=O)(C)C)=O